OC=1C(=CC(=C(C(=O)N(C)C)C1)C)I 5-hydroxy-4-iodo-N,N,2-trimethylbenzamide